tert-butyl (4-(2-((2-(2,6-dioxopiperidin-3-yl)-1,3-dioxoisoindolin-4-yl)oxy)acetamido)butyl)carbamate O=C1NC(CCC1N1C(C2=CC=CC(=C2C1=O)OCC(=O)NCCCCNC(OC(C)(C)C)=O)=O)=O